5-chloro-7-(N-(2,4-difluoro-3-((2-((trans-4-hydroxycyclohexyl) amino) pyrimidin-5-yl) ethynyl) phenyl) sulfamoyl)-2,3-dihydrobenzofuran-3-ylacetate ClC=1C=C(C2=C(C(CO2)CC(=O)[O-])C1)S(NC1=C(C(=C(C=C1)F)C#CC=1C=NC(=NC1)N[C@@H]1CC[C@H](CC1)O)F)(=O)=O